N-(5-chloro-6-(1H-pyrazol-1-yl)pyridin-3-yl)-1-(isoquinolin-8-yl)-5-(trifluoromethyl)-1H-pyrazole-4-carboxamide ClC=1C=C(C=NC1N1N=CC=C1)NC(=O)C=1C=NN(C1C(F)(F)F)C=1C=CC=C2C=CN=CC12